BrC1=CC=C(C=C1)C=1C(=NC2(N1)CCN(CC2)C)/C=C/C=2OC(=NN2)C=2C=NC=C(C2)C#C (E)-2-(2-(3-(4-bromophenyl)-8-methyl-1,4,8-triazaspiro[4.5]decan-1,3-dien-2-yl)ethenyl)-5-(5-ethynylpyridin-3-yl)-1,3,4-oxadiazole